lithium aluminum silicate lithium [Li+].[Si]([O-])([O-])([O-])[O-].[Al+3].[Li+]